2-(2-(cyclopropanesulfonylamino)thiazol-4-yl)-2-(dimethylamino)-N-(4-(6-ethoxypyrazin-2-yl)-2-fluorophenyl)acetamide C1(CC1)S(=O)(=O)NC=1SC=C(N1)C(C(=O)NC1=C(C=C(C=C1)C1=NC(=CN=C1)OCC)F)N(C)C